(S)-3-amino-1-methylpiperidin-2-one hydrochloride Cl.N[C@@H]1C(N(CCC1)C)=O